Cl.[C@H]12CNC[C@H](CC1)N2C2=NC(=C(C=1CN(CCC21)C2=CC=CC1=CC=CC(=C21)C#C)C#N)OC[C@H]2N(CCC2)C 1-((1R,5S)-3,8-diazabicyclo[3.2.1]octan-8-yl)-6-(8-ethynylnaphthalen-1-yl)-3-(((S)-1-methylpyrrolidin-2-yl)methoxy)-5,6,7,8-tetrahydro-2,6-naphthyridine-4-carbonitrile Hydrochloride